(2-bromo-1,3-thiazol-5-yl)[(3R)-3-methyl[1,4'-bipiperidine]-1'-yl]methanone BrC=1SC(=CN1)C(=O)N1CCC(CC1)N1C[C@@H](CCC1)C